2-[3-[4-(2-chlorophenyl)piperazin-1-yl]-3-oxo-propyl]-3H-quinazolin-4-one ClC1=C(C=CC=C1)N1CCN(CC1)C(CCC1=NC2=CC=CC=C2C(N1)=O)=O